FC1=CC=C(C=C1)[C@H](C)NC1=NC(=CC(=N1)N1CCC(CC1)C(=O)OCC)NC1=NC=CN=C1 Ethyl (S)-1-{2-[1-(4-fluorophenyl)ethylamino]-6-(pyrazin-2-ylamino)pyrimidin-4-yl}piperidine-4-carboxylate